2-(bromomethyl)-4-fluoro-1-nitrobenzene BrCC1=C(C=CC(=C1)F)[N+](=O)[O-]